ClC1=C(C(=O)N2COC3=C(C2)C=CC=C3C3=CC(=C(C(=O)OC)C=C3F)N3C2COCC3CC2)C(=CC(=C1)N1CC(C1)(CO)F)Cl Methyl 4-[3-[2,6-dichloro-4-[3-fluoro-3-(hydroxymethyl)azetidin-1-yl]benzoyl]-2,4-dihydro-1,3-benzoxazin-8-yl]-5-fluoro-2-(3-oxa-8-azabicyclo[3.2.1]octan-8-yl)benzoate